(S)-2-(oxiran-2-ylmethyl)isoindoline-1,3-dione O1[C@H](C1)CN1C(C2=CC=CC=C2C1=O)=O